benzyl-(7-fluoro-2,2-dimethyl-3,3-diphenyl-9-aza-4-oxa-3-siladec-9-yl)methanolate C(C1=CC=CC=C1)C([O-])N(CC(CCO[Si](C(C)(C)C)(C1=CC=CC=C1)C1=CC=CC=C1)F)C